7,12-dimethyloctadecadiene-7,11-diene CC(CCC=CC=C)=CCCC=C(CCCCCC)C